N-(1-cyano-1-methyl-ethyl)-1-(4-fluorophenyl)-3-[(2R)-2-[(1R)-1-hydroxyethyl]-2-methyl-pyrrolidine-1-carbonyl]-8-methoxy-5,6-dihydropyrrolo[2,1-a]isoquinoline-9-carboxamide C(#N)C(C)(C)NC(=O)C1=C(C=C2CCN3C(C2=C1)=C(C=C3C(=O)N3[C@@](CCC3)(C)[C@@H](C)O)C3=CC=C(C=C3)F)OC